4-(2,7-Dichloro-3-cyano-8-fluoro-1,6-naphthyridin-4-yl)piperazine-1-carboxylate ClC1=NC2=C(C(=NC=C2C(=C1C#N)N1CCN(CC1)C(=O)[O-])Cl)F